O(C(C)C)C1=CC=CC=2N1C=C(N2)CN2C(C1=CC=CC=C1C2=O)=O ((5-isopropoxylimidazo[1,2-a]pyridin-2-yl)methyl)isoindoline-1,3-dione